CN1N=C2C=CC(=CC2=C1)C1=CN=C(S1)N 5-(2-methyl-2H-indazol-5-yl)thiazol-2-amine